Tetradecan-3-one CCC(CCCCCCCCCCC)=O